([2-(9H-carbazole-9-yl)ethyl])Phosphonic acid C1=CC=CC=2C3=CC=CC=C3N(C12)CCP(O)(O)=O